9-((R)-1-cyclobutylethoxy)-10-methoxy-1,3,4,6,7,11b-hexahydro-2H-pyrido[2,1-a]isoquinolin-2-ol C1(CCC1)[C@@H](C)OC=1C=C2CCN3C(C2=CC1OC)CC(CC3)O